2-methyl-4-(4-propylphenyl)quinazoline CC1=NC2=CC=CC=C2C(=N1)C1=CC=C(C=C1)CCC